N-(3-[2-chloro-6-(morpholin-4-yl)pyridin-4-yl]-4-methylphenyl)-2-(trifluoromethyl)pyridine-4-carboxamide ClC1=NC(=CC(=C1)C=1C=C(C=CC1C)NC(=O)C1=CC(=NC=C1)C(F)(F)F)N1CCOCC1